1-(2,6,6-trimethylcyclohex-2-en-1-yl)but-2-en-1-one CC=1C(C(CCC1)(C)C)C(C=CC)=O